CN1[C@@H]([C@H](CC1=O)C(NCCCC(NCCOCCOCCC(=O)OC(C)(C)C)=O)=O)C=1C=NC=CC1 tert-Butyl 1-((2S,3S)-1-methyl-5-oxo-2-(pyridin-3-yl)pyrrolidin-3-yl)-1,6-dioxo-10,13-dioxa-2,7-diazahexadecan-16-oate